5-((tert-butoxycarbonyl)amino)-2-chlorobenzoic acid C(C)(C)(C)OC(=O)NC=1C=CC(=C(C(=O)O)C1)Cl